2-(3'-t-butyl-2'-hydroxy-5'-(2-octyloxycarbonylethyl)phenyl)-5-chloro-benzotriazole C(C)(C)(C)C=1C(=C(C=C(C1)CCC(=O)OCCCCCCCC)N1N=C2C(=N1)C=CC(=C2)Cl)O